(4aR,8aS)-6-[6-[(5-methylsulfonyl-3-pyridyl)methyl]-2-azaspiro[3.3]heptane-2-carbonyl]-4,4a,5,7,8,8a-hexahydropyrido[4,3-b][1,4]oxazin-3-one CS(=O)(=O)C=1C=C(C=NC1)CC1CC2(CN(C2)C(=O)N2C[C@@H]3[C@@H](OCC(N3)=O)CC2)C1